NC1=C2N=CN(C2=NC(=N1)Cl)[C@H]1[C@H]([C@@H]2O[P@@](OC[C@H]2O1)(=O)OCC[C@@H](C(=O)OC(C)C)C)F Isopropyl (S)-4-(((2S,4aR,6R,7S,7aR)-6-(6-amino-2-chloro-9H-purin-9-yl)-7-fluoro-2-oxidotetrahydro-4H-furo[3,2-d][1,3,2]dioxaphosphinin-2-yl)oxy)-2-methylbutanoate